ONC(=N)C1=C(C=NC=C1)SC1=NC=CC=N1 N-hydroxy-3-(pyrimidin-2-ylsulfanyl)pyridine-4-carboximidamide